2-(5-chloro-2-hydroxy-3-(nicotinoyloxy)benzylideneamino)-3-(4-hydroxy-phenyl)propanoic acid ClC=1C=C(C(=C(C=NC(C(=O)O)CC2=CC=C(C=C2)O)C1)O)OC(C1=CN=CC=C1)=O